isopropyl ((((2R,3S,5R)-2-azido-3-hydroxy-5-(5-methyl-2,4-dioxo-3,4-dihydropyrimidin-1(2H)-yl)tetrahydrofuran-2-yl)methoxy)(phenoxy)phosphoryl)-L-alaninate N(=[N+]=[N-])[C@@]1(O[C@H](C[C@@H]1O)N1C(NC(C(=C1)C)=O)=O)COP(=O)(OC1=CC=CC=C1)N[C@@H](C)C(=O)OC(C)C